2-(3-(10-phenylanthracene-9-yl)-phenyl)dibenzo[b,d]furan C1(=CC=CC=C1)C1=C2C=CC=CC2=C(C2=CC=CC=C12)C=1C=C(C=CC1)C1=CC2=C(OC3=C2C=CC=C3)C=C1